BrC=1C(=C(N)C(=CC1F)F)F 3-bromo-2,4,6-trifluoroaniline